Butyl 4-(3-((5-(m-tolyl)imidazo[1,2-a]pyrazin-8-yl)amino)phenyl)piperidine-1-carboxylate C1(=CC(=CC=C1)C1=CN=C(C=2N1C=CN2)NC=2C=C(C=CC2)C2CCN(CC2)C(=O)OCCCC)C